(4-(benzothien-2-yl)phenyl)benzylsulfonium S1C(=CC2=C1C=CC=C2)C2=CC=C(C=C2)[SH+]CC2=CC=CC=C2